N1CC(C1)N1N=C(C=2C1=NC=NC2N)C2=CC=C(C=C2)OC2=CC=CC=C2 1-(azetidin-3-yl)-3-(4-phenoxyphenyl)-1H-pyrazolo[3,4-d]Pyrimidin-4-amine